4-((S)-2-((S)-2-(6-(2,5-Dioxo-2,5-dihydro-1H-pyrrol-1-yl)hexanamido)-3-methylbutanamido)propan-amido)benzyl hydrogen ((E)-5-hydroxy-4-methylpent-3-en-1-yl)phosphonate OC/C(=C/CCP(OCC1=CC=C(C=C1)NC([C@H](C)NC([C@H](C(C)C)NC(CCCCCN1C(C=CC1=O)=O)=O)=O)=O)(O)=O)/C